C12C(CC(C=C1)C2)NC(CN2C(C(=CC=C2)NC([C@H](CCC(C(=O)NC)=O)NC(=O)C=2OC1=C(C2C)C=CC=C1)=O)=O)=O (S)-N1-(1-(2-(Bicyclo[2.2.1]hept-5-en-2-ylamino)-2-oxoethyl)-2-oxo-1,2-dihydropyridin-3-yl)-N6-methyl-2-(3-methylbenzofuran-2-carboxamido)-5-oxohexandiamid